C(C=C)(=O)OC1=C(C=CC(=O)OC)C(=CC=C1OC1=CC=C(C=C1)N)OC1=CC=C(C=C1)N methyl 2-acryloyloxy-3,6-bis(4-aminophenyloxy)-cinnamate